C1(CC1)N(C(=O)C=1C=CC2=C(OCC(N2)=O)C1)CC1=CC=C(C=C1)C(NCCNC=1C=C2C(N(C(C2=CC1)=O)C1C(NC(CC1)=O)=O)=O)=O N-cyclopropyl-N-(4-((2-((2-(2,6-dioxopiperidin-3-yl)-1,3-dioxoisoindolin-5-yl)amino)ethyl)carbamoyl)benzyl)-3-oxo-3,4-dihydro-2H-benzo[b][1,4]oxazine-7-carboxamide